3-(5-(1-(3-(4-(2-(4-(2-(4-fluorophenyl)-6-hydroxybenzo[b]thiophene-3-carbonyl)phenoxy)ethyl)piperazin-1-yl)propyl)piperidin-4-yl)-1-oxoisoindolin-2-yl)piperidine-2,6-dione FC1=CC=C(C=C1)C1=C(C2=C(S1)C=C(C=C2)O)C(=O)C2=CC=C(OCCN1CCN(CC1)CCCN1CCC(CC1)C=1C=C3CN(C(C3=CC1)=O)C1C(NC(CC1)=O)=O)C=C2